tert-Butyl (3R)-3-[(1S)-2-tert-butoxy-1-[[3-[[(3-fluoro-5-methoxy-phenyl)methylamino] methyl]phenyl]methyl]-2-oxo-ethyl]pyrrolidine-1-carboxylate C(C)(C)(C)OC([C@@H](CC1=CC(=CC=C1)CNCC1=CC(=CC(=C1)OC)F)[C@@H]1CN(CC1)C(=O)OC(C)(C)C)=O